N-((1S)-1-(5-((5-Chloro-4-fluoro-2,3-dihydro-1H-inden-2-yl)amino)pyridin-2-yl)-2,2,2-trifluoroethyl)-N,2-dimethylpyrimidine-5-carboxamide ClC=1C(=C2CC(CC2=CC1)NC=1C=CC(=NC1)[C@@H](C(F)(F)F)N(C(=O)C=1C=NC(=NC1)C)C)F